1-(tetrahydro-2H-pyran-2-yl)-6-(2-(2-(trifluoromethyl)pyridin-4-yl)-2,6-diazaspiro[3.4]octan-6-yl)-3-vinyl-1H-pyrazolo[3,4-d]pyrimidine O1C(CCCC1)N1N=C(C=2C1=NC(=NC2)N2CC1(CN(C1)C1=CC(=NC=C1)C(F)(F)F)CC2)C=C